(3S,4R,5R,6S)-1-(6-{[2-(2,5-difluorophenyl)-1,3-thiazol-4-yl]methoxy}hexyl)-3,4,5,6-azepanetetrol FC1=C(C=C(C=C1)F)C=1SC=C(N1)COCCCCCCN1C[C@@H]([C@H]([C@@H]([C@H](C1)O)O)O)O